O[C@@H]1C[C@H](N(C1)C(=O)C1=CC=C(C=C1)C1=CC=C(C=C1)\C=C\C1=C(C=C(C=C1)[N+](=O)[O-])[N+](=O)[O-])COC(C1=CC=CC=C1)(C1=CC=C(C=C1)OC)C1=CC=C(C=C1)OC ((2S,4R)-4-hydroxy-2-((bis(4-methoxyphenyl)(phenyl)methoxy)methyl)pyrrolidin-1-yl)(4-{4-[(E)-2-(2,4-dinitrophenyl)ethenyl]phenyl}phenyl)methanone